bis(2-furfuryl)disulfide C1=COC(=C1)CSSCC2=CC=CO2